FC1(OC2=C(O1)C=CC(=C2C(CN(C(OC(C)(C)C)=O)C)O)C=C)F tert-butyl (2-(2,2-difluoro-5-vinylbenzo[d][1,3]dioxol-4-yl)-2-hydroxyethyl)(methyl)carbamate